(5-(3,5-dimethylisoxazol-4-yl)-1-((1r,4r)-4-methoxycyclohexyl)-1H-benzo[d]imidazol-2-yl)(3-fluoro-4-methoxyphenyl)methanol CC1=NOC(=C1C1=CC2=C(N(C(=N2)C(O)C2=CC(=C(C=C2)OC)F)C2CCC(CC2)OC)C=C1)C